C(N)(O[C@@H]1[C@@H](OCC12CCN(CC2)C2=NC(=C(C=1N2C=CN1)Br)Cl)C)=O ((3S,4S)-8-(8-bromo-7-chloroimidazo[1,2-c]pyrimidin-5-yl)-3-methyl-2-oxa-8-azaspiro[4.5]decan-4-yl) carbamate